(S)-4-((1-Benzylpyrrolidin-3-yl)(methyl)amino)-5-chloro-2-fluoro-N-(4-methoxybenzyl)-N-(thiazol-4-yl)benzenesulfonamide C(C1=CC=CC=C1)N1C[C@H](CC1)N(C1=CC(=C(C=C1Cl)S(=O)(=O)N(C=1N=CSC1)CC1=CC=C(C=C1)OC)F)C